CC1=C(C=C(C=O)C=C1)C=O 4-methyl-isophthalaldehyde